2-(2-methylphenyl)-7-methyl-quinoline CC1=C(C=CC=C1)C1=NC2=CC(=CC=C2C=C1)C